C(=O)(O)C=1C=C(C(=O)OC2=CC=C(C=C2)C(C(F)(F)F)(C(F)(F)F)C2=CC=C(C=C2)OC(C2=CC(=C(C=C2)C(=O)O)C(=O)O)=O)C=CC1C(=O)O 2,2-bis(4-(3,4-dicarboxylbenzoyloxy)phenyl)hexafluoropropane